C1OCC12CC(C2)OC=2C=CC(=NC2CN(C)C)NC=2C=CC(=C1CN(C(C21)=O)C(=O)OC(C)(C)C)C2=CN=C1N2C=CC(=C1)F tert-butyl 7-((5-((2-oxaspiro[3.3]heptan-6-yl)oxy)-6-((dimethylamino)methyl)pyridin-2-yl)amino)-4-(7-fluoroimidazo[1,2-a]pyridin-3-yl)-1-oxoisoindoline-2-carboxylate